[4-({[4-(phenylmethoxy)phenyl]amino}carbonyl)-1,5-dimethyl-1H-pyrrol-2-yl]-4-chloro-5-methoxybenzoic acid ethyl ester C(C)OC(C1=C(C=C(C(=C1)OC)Cl)C=1N(C(=C(C1)C(=O)NC1=CC=C(C=C1)OCC1=CC=CC=C1)C)C)=O